FC(C(=O)O)(F)F.N1CC(C1)C1=CC=C(N=N1)C1=C(C=C(C=C1)C=1C=C(C=2N(C1)C=C(N2)C)C(F)(F)F)O 2-[6-(azetidin-3-yl)pyridazin-3-yl]-5-[2-methyl-8-(trifluoromethyl)imidazo[1,2-a]pyridin-6-yl]phenol trifluoroacetate salt